bicyclo[1.1.1]Pentane-1-amine hydrochloride Cl.C12(CC(C1)C2)N